C(C)[N+](CCCCS(=O)(=O)[O-])(CC=1C(C=2C=CC=C3C=CC=C(C1)C23)=O)CC 4-[diethyl-[(1-oxophenalen-2-yl)methyl]ammonio]butane-1-sulfonate